[N+](=O)([O-])C1=C(C=CC=C1)NCC1CCC(CC1)NC(OC(C)(C)C)=O tert-butyl ((1s,4s)-4-(((2-nitrophenyl)amino)methyl)cyclohexyl)carbamate